(4-Bromo-1,5-dimethyl-1H-pyrazol-3-yl)-{(R)-4-[2-(4-fluoro-phenyl)-ethyl]-3-methyl-piperazin-1-yl}-methanone BrC=1C(=NN(C1C)C)C(=O)N1C[C@H](N(CC1)CCC1=CC=C(C=C1)F)C